(R)-N-((S)-1-(4-(3,3-dimethyl-2-oxoindolin-1-yl)piperidin-1-yl)-1-oxo-4-phenylbutan-2-yl)piperidine-3-carboxamide L-malic acid salt C([C@@H](O)CC(=O)O)(=O)O.CC1(C(N(C2=CC=CC=C12)C1CCN(CC1)C([C@H](CCC1=CC=CC=C1)NC(=O)[C@H]1CNCCC1)=O)=O)C